1-chloropyrrolidine-2,5-dione ClN1C(CCC1=O)=O